[4-[(2S,4S)-4-hydroxy-4-methylpyrrolidine-2-carbonyl]piperazin-1-yl]-[2-methyl-4-[[3-[3-(trifluoromethyl)-1H-pyrazol-4-yl]imidazo[1,2-a]pyrazin-8-yl]amino]phenyl]methanone O[C@]1(C[C@H](NC1)C(=O)N1CCN(CC1)C(=O)C1=C(C=C(C=C1)NC=1C=2N(C=CN1)C(=CN2)C=2C(=NNC2)C(F)(F)F)C)C